C(CC=CCCCCCCCCC=CCCCC)CC(=O)[O-] octadec-3,13-dien-1-ylacetate